ClC=1C=C(C=C(C1)Cl)C1=NC(=CC(=C1)CN1CCC(CC1)CC(=O)N)OC=1C=NC(=NC1)N1CCN(CC1)C 2-(1-((2-(3,5-dichloro-phenyl)-6-((2-(4-methyl-piperazin-1-yl)pyrimidin-5-yl)oxy)pyridin-4-yl)methyl)piperidin-4-yl)acetamide